C(C)(C)(C)OC(=O)C(C(=O)O)C1CCC(CC1)C (t-butoxycarbonyl)-2-((1S,4R)-4-methylcyclohexyl)acetic acid